Cl.ClC=1C(=C(C=CC1F)NC[C@@H]1C[C@H](C1)C(F)F)F (3-chloro-2,4-difluorophenyl)(trans-3-(difluoromethyl)cyclobutyl)methylamine hydrochloride